(S)-4-amino-5-oxo-5-{[2-({α-D-mannopyranosyl-(1→3)-[α-D-mannopyranosyl-(1→6)]-α-D-mannopyranosyl}oxy)ethyl]amino}pentanoic Acid N[C@@H](CCC(=O)O)C(NCCO[C@@H]1[C@@H](O)[C@@H](O[C@@H]2[C@@H](O)[C@@H](O)[C@H](O)[C@H](O2)CO)[C@H](O)[C@H](O1)CO[C@@H]1[C@@H](O)[C@@H](O)[C@H](O)[C@H](O1)CO)=O